4-(1,3-dimethyl-1H-pyrazol-5-yl)-N1-((5-fluoro-2,3-dihydrobenzofuran-4-yl)methyl)-2,7-naphthyridine-1,6-diamine CN1N=C(C=C1C1=CN=C(C2=CN=C(C=C12)N)NCC1=C(C=CC2=C1CCO2)F)C